N-[4-(2,3-dihydro-1,4-benzodioxin-2-yl)benzyl]-2-methylpropan-2-amine O1C(COC2=C1C=CC=C2)C2=CC=C(CNC(C)(C)C)C=C2